(2S,3S,4R,5R)-2-(2-amino-6-methoxy-purin-9-yl)-5-(hydroxymethyl)oxolane-3,4-diol NC1=NC(=C2N=CN(C2=N1)[C@H]1O[C@@H]([C@@H]([C@@H]1O)O)CO)OC